C(C)(C)(C)OC(=O)N1[C@@H](C[C@@H](O)C1)C(=O)O N-tert-butoxycarbonyl-hydroxyproline